N-((1-(6-(6-(Difluoromethyl)imidazo[1,2-b]pyridazin-3-yl)pyrimidin-4-yl)-4,4-dimethylpyrrolidin-3-yl)methyl)methanesulfonamide FC(C=1C=CC=2N(N1)C(=CN2)C2=CC(=NC=N2)N2CC(C(C2)(C)C)CNS(=O)(=O)C)F